(2S,4S)-1-((4-phenoxybutyryl)glycyl)-4-(m-tolyl)pyrrolidine-2-carboxylic acid O(C1=CC=CC=C1)CCCC(=O)NCC(=O)N1[C@@H](C[C@H](C1)C=1C=C(C=CC1)C)C(=O)O